C(C)(=O)N1CCC(CC1)NCC1=C(C(=NC=C1)NC=1C(=C(C=CC1)C1=NC=CC(=C1Cl)C1=NC(=C(C=C1)CNC[C@@H]1CCC(N1)=O)OC)Cl)OC (S)-5-((((2'-(3-((4-(((1-acetylpiperidin-4-yl)amino)methyl)-3-methoxypyridin-2-yl)amino)-2-chlorophenyl)-3'-chloro-6-methoxy-[2,4'-bipyridin]-5-yl)methyl)amino)methyl)pyrrolidin-2-one